ethyl 6-(3-{2-azaspiro[3.4]octan-2-yl}propyl)pyridine-2-carboxylate C1N(CC12CCCC2)CCCC2=CC=CC(=N2)C(=O)OCC